FC1=C(C(=C(C=C1C1=NN(C2=NC(=NC=C21)N2C1(CC1)COCC2)C)C(F)(F)F)F)O 2,6-Difluoro-3-(1-methyl-6-(7-oxa-4-azaspiro[2.5]octan-4-yl)-1H-pyrazolo[3,4-d]pyrimidin-3-yl)-5-(trifluoromethyl)phenol